BrC=1C=C2C(NC(C2=C(C1)Cl)=O)(C)C 5-bromo-7-chloro-3,3-dimethyl-2,3-dihydro-1H-isoindol-1-one